CCCCCC(CCC)=O trans-2cis-6-nonaldehyde